2-[3-[2-cyano-5-(difluoromethoxy)benzothien-6-yl]-4-(pyrazolo[1,5-a]pyrimidine-3-carbonylamino)pyrazol-1-yl]acetic acid methyl ester COC(CN1N=C(C(=C1)NC(=O)C=1C=NN2C1N=CC=C2)C2=CC1=C(C=C(S1)C#N)C=C2OC(F)F)=O